C(C)(=O)NC1(OCCCC1)C(=O)O acetamido-tetrahydro-2H-pyran-2-carboxylic acid